ethyl 2-(3-cyano-4-isobutoxy-phenyl)-4-methylthiazole-5-carboxylate C(#N)C=1C=C(C=CC1OCC(C)C)C=1SC(=C(N1)C)C(=O)OCC